(R)-N-(1-(3-amino-5-(trifluoromethyl)phenyl)ethyl)-6-(cyclopropylsulfonyl)-2-methyl-7-(pyrrolidin-1-yl)pyrido[2,3-d]pyrimidin-4-amine NC=1C=C(C=C(C1)C(F)(F)F)[C@@H](C)NC=1C2=C(N=C(N1)C)N=C(C(=C2)S(=O)(=O)C2CC2)N2CCCC2